BrC=1C(=NC(=NC1)NC1=C(C=C(C(=C1)C=1C=NN(C1)C)N1CCC(CC1)N1CCNCC1)OC1CCC1)NC=1C(=C2C=CC(=NC2=CC1)C)P(C)(C)=O (6-((5-bromo-2-((2-cyclobutyloxy-5-(1-methyl-1H-pyrazol-4-yl)-4-(4-(piperazine-1-yl)piperidin-1-yl)phenyl)amino)pyrimidin-4-yl)amino)-2-methylquinolin-5-yl)dimethylphosphine oxide